4-(4-fluorophenyl)-5-iodo-1H-imidazole FC1=CC=C(C=C1)C=1N=CNC1I